CN(CCCN(C1=CC=C(C=C1)[N+](=O)[O-])C)C N1,N1,N3-Trimethyl-N3-(4-nitrophenyl)propane-1,3-diamine